1-[2-(4-chloropyridazin-3-yl)oxy-4-(4-fluorophenyl)cyclopentyl]piperidin ClC1=C(N=NC=C1)OC1C(CC(C1)C1=CC=C(C=C1)F)N1CCCCC1